1-(piperazin-1-yl)pyrimidine N1(CCNCC1)N1CN=CC=C1